2-(2-((2-chlorobenzofuran-4-yl)methoxy)phenyl)acetic acid ethyl ester C(C)OC(CC1=C(C=CC=C1)OCC1=CC=CC2=C1C=C(O2)Cl)=O